6-(1-(2-(pyrrolidin-1-yl)ethoxy)propyl)pyridin N1(CCCC1)CCOC(CC)C1=CC=CC=N1